O1CC(C1)OC1=NC(=NC=C1C(F)(F)F)N[C@H]1C[C@H](CCC1)C1=NN=C2N1C=C(C=C2)C=C 4-(oxetan-3-yloxy)-5-(trifluoromethyl)-N-((1R,3S)-3-(6-vinyl-[1,2,4]triazolo[4,3-a]pyridin-3-yl)cyclohexyl)pyrimidin-2-amine